ClC1=C(NC2=C(C(=O)NOC(C)(C)C)C=C(C(=C2F)F)CC2=C(C(=NC=C2)NS(NC2CC2)(=O)=O)F)C=CC(=C1)I 2-(2-Chloro-4-iodoanilino)-5-[[2-(cyclopropylsulfamoylamino)-3-fluoropyridin-4-yl]methyl]-3,4-difluoro-N-[(2-methylpropan-2-yl)oxy]benzamide